n-ethyl-4-[4-(morpholin-4-ylmethyl)phenyl]isoxazole-3-carboxamide C(C)NC(=O)C1=NOC=C1C1=CC=C(C=C1)CN1CCOCC1